4-[[2-(methacryloyloxy)ethyl]dimethylammonio]butane-1-sulfonic acid C(C(=C)C)(=O)OCC[N+](CCCCS(=O)(=O)O)(C)C